The molecule is a piperidinecarboxamide obtained by formal condensation of the carboxy group of N-butylpipecolic acid with the amino group of 2,6-dimethylaniline. It is a piperidinecarboxamide, an aromatic amide and a tertiary amino compound. It is a conjugate base of a 1-butyl-2-[(2,6-dimethylphenyl)carbamoyl]piperidinium. CCCCN1CCCCC1C(=O)NC2=C(C=CC=C2C)C